(-)-2-({4-[(2-imino-2,3-dihydro-1,3-oxazol-3-yl)methyl]-1H-1,3-benzodiazol-2-yl}amino)-2-[3-(trifluoromethyl)-phenyl]propan-1-ol N=C1OC=CN1CC1=CC=CC=2NC(=NC21)NC(CO)(C)C2=CC(=CC=C2)C(F)(F)F